N=1N=CN2C1C=CC(=C2)C2=CNC=1N=C(N=CC12)NC1CC(C1)(C)NC(CC)=O N-((1s,3s)-3-((5-([1,2,4]triazolo[4,3-a]pyridin-6-yl)-7H-pyrrolo[2,3-d]pyrimidin-2-yl)amino)-1-methylcyclobutyl)propionamide